1-Propyl-1-butylpyrrolidinium cyanid [C-]#N.C(CC)[N+]1(CCCC1)CCCC